O=CCC[C@H]1C(NCC1)=O (S)-1-oxo-3-((R)-2-oxopyrrolidin-3-yl)propan